CN([C@@H](CC(C)C)C(=O)N1C[C@]2(C[C@H]1C(=O)N)C(NN=C(C2)C2=CC=CC=C2)=O)C(=O)C=2NC1=C(C(=CC(=C1C2)F)F)F (3S,5R)-2-(N-methyl-N-(4,6,7-trifluoro-1H-indole-2-carbonyl)-L-leucyl)-6-oxo-9-phenyl-2,7,8-triazaspiro[4.5]dec-8-ene-3-carboxamide